pyrrolidine-2-carboxylic acid methyl ester COC(=O)C1NCCC1